tert-butyl 6-(3-hydroxybenzamido)hexylcarbamate OC=1C=C(C(=O)NCCCCCCNC(OC(C)(C)C)=O)C=CC1